C(C1CO1)OC1=CC=C(C=C1)C(CCC1=CC=CC=C1)(C1=CC=CC=C1)C1=CC=C(C=C1)OCC1CO1 1,1-bis(4-glycidoxyphenyl)-1,3-diphenylpropane